N-(6-aminopyridin-3-yl)azetidine-3-carboxamide trifluoroacetate FC(C(=O)O)(F)F.NC1=CC=C(C=N1)NC(=O)C1CNC1